FC(OC1=CC=C(OCC(=O)O)C=C1)F 2-(4-(difluoromethoxy)phenoxy)acetic acid